(S)-N-(2-methyl-1-((3-methylpyridin-2-yl)oxy)propan-2-yl)-2-(pyrrolidin-2-yl)acetamide hydrochloride Cl.CC(COC1=NC=CC=C1C)(C)NC(C[C@H]1NCCC1)=O